CC1=NOC(=C1C1=CC2=C(N(C(=N2)CCC2=CC=C(OCCNC(CCCCCCCNC(OC(C)(C)C)=O)=O)C=C2)CCN2CCOCC2)C=C1)C tert-butyl (8-((2-(4-(2-(5-(3,5-dimethylisoxazol-4-yl)-1-(2-morpholinoethyl)-1H-benzo[d]imidazol-2-yl)ethyl)phenoxy)ethyl)amino)-8-oxooctyl)carbamate